5-(2,5-dimethylphenoxy)-2,2-dimethylpentanal CC1=C(OCCCC(C=O)(C)C)C=C(C=C1)C